tert-butyl 2-(2-fluoro-6-{3-[(3H3)methoxycarbonyl]azetidin-1-yl}pyridin-3-yl)-5-hydroxy-1H-indole-1-carboxylate FC1=NC(=CC=C1C=1N(C2=CC=C(C=C2C1)O)C(=O)OC(C)(C)C)N1CC(C1)C(=O)OC([3H])([3H])[3H]